(4-fluoro-1H-indol-3-yl)methanone FC1=C2C(=CNC2=CC=C1)C=O